C(C)(C)(C)OC(=O)N1CC(N(CC1)C=1OC2=C(N1)C=C(C=C2)C(=O)O)=O 2-(4-tert-butoxycarbonyl-2-oxo-piperazin-1-yl)-1,3-benzoxazole-5-carboxylic acid